1,1-dimethyl-1,2,3,4-tetrahydroisoquinoline CC1(NCCC2=CC=CC=C12)C